ClC1=CC=C(C=C1)NC(N(CCN1CCOCC1)C1=C(C=C(C(=O)NC=2C=NC(=CC2)C(F)(F)F)C=C1)C)=O 4-[3-(4-chlorophenyl)-1-(2-morpholinoethyl)ureido]-3-methyl-N-[6-(trifluoromethyl)pyridin-3-yl]benzamide